1-[3-fluoro-5-(2-aminoethylamino)phenyl]-3-(3,5-dichloro-2-hydroxymethylphenyl)urea FC=1C=C(C=C(C1)NCCN)NC(=O)NC1=C(C(=CC(=C1)Cl)Cl)CO